C1(CCCCC1)C(C=O)C Cyclohexylpropanal